benzyl {[7-(2-aminoethyl)-1-{[2-(trimethylsilyl)ethoxy]methyl}-1H-benzimidazol-2-yl]methyl}carbamate NCCC1=CC=CC2=C1N(C(=N2)CNC(OCC2=CC=CC=C2)=O)COCC[Si](C)(C)C